FC(C(C#C)(C)C)(F)F 4,4,4-trifluoro-3,3-dimethylbut-1-yne